4,8-dihexyl-2,6-bis(3-hexylthiophen-2-yl)benzo[1,2-b:4,5-b']Dithiophene C(CCCCC)C1=C2C(SC(=C2)C=2SC=CC2CCCCCC)=C(C2=C1SC(=C2)C=2SC=CC2CCCCCC)CCCCCC